FC1(CN(CC[C@H]1NC1=NN2C(C(=N1)OC)=C(C(=C2)F)C=2C=CC1=C(N(N=N1)C1CC(C1)(F)F)C2)S(=O)(=O)C)F (R)-N-(3,3-difluoro-1-(methylsulfonyl)piperidin-4-yl)-5-(1-(3,3-difluorocyclobutyl)-1H-benzo[d][1,2,3]triazol-6-yl)-6-fluoro-4-methoxypyrrolo[2,1-f][1,2,4]triazin-2-amine